ethyl-2-[[4-(4-hydroxy-1-piperidinyl)-6-[[(3,4,5-trimethoxyphenyl)methyl]amino]-2-pyrimidinyl]amino]-4-methyl-5-thiazolecarboxylic acid C(C)S1C(=NC(=C1C(=O)O)C)NC1=NC(=CC(=N1)N1CCC(CC1)O)NCC1=CC(=C(C(=C1)OC)OC)OC